methyl (1r,4r)-4-(3-chloroanilino)-2'-(2-fluoro-3-{[tri(propan-2-yl)silyl]oxy}propyl)-2',3'-dihydrospiro[cyclohexane-1,1'-indene]-4-carboxylate ClC=1C=C(NC2(CCC3(C(CC4=CC=CC=C34)CC(CO[Si](C(C)C)(C(C)C)C(C)C)F)CC2)C(=O)OC)C=CC1